O=C1NC(CCC1N1C(C2=CC=C(C=C2C1)CNC(=O)NC1=CC=C(C=C1)OC[C@H]1C[C@@H](CC1)CN)=O)=O |r| 1-[[2-(2,6-dioxo-3-piperidyl)-1-oxo-isoindolin-5-yl]methyl]-3-[4-[[rac-(1R,3R)-3-(aminomethyl)cyclopentyl]methoxy]phenyl]urea